ClC1=CC=C2C(=N1)N(N=C2)C 6-chloro-1-methyl-1H-pyrazolo[3,4-b]Pyridine